C(C)OC(=O)C=1SC(=C(C1)Cl)CBr 5-(bromomethyl)-4-chloro-thiophene-2-carboxylic acid ethyl ester